3-(2-propyn-1-yloxy)-2H-1-benzopyran-2-one C(C#C)OC=1C(OC2=C(C1)C=CC=C2)=O